N-methyl-4-hydroxyproline bromine [Br].CN1[C@@H](CC(C1)O)C(=O)O